C(C1=CC=CC=C1)OCCN1C(=NC(=C1C(C)NS(=O)C(C)(C)C)C=1C(=NC=CC1)C(C)C)C N-[1-[1-[2-(benzyloxy)ethyl]-2-methyl-4-[2-(propan-2-yl)pyridin-3-yl]-1H-imidazol-5-yl]ethyl]-2-methylpropane-2-sulfinamide